CC(C(=O)OCC(C)(NC1=NC2=C(N1)C=CC=C2CNC=2OC=CN2)C2=CC(=C(C=C2)Cl)F)(C)C 2-(4-chloro-3-fluorophenyl)-2-[(4-{[(1,3-oxazol-2-yl)amino]-methyl}-1H-1,3-benzodiazol-2-yl)amino]propyl 2,2-dimethylpropanoate